The molecule is a polymer composed of PEG-ylated sorbitan, where the total number of poly(ethylene glycol) units is 20 (w + x + y + z = 20) and a single terminal is capped by an oleoyl group. It has a role as a nonionic surfactant. CCCCCCCC/C=C\\CCCCCCCC(=O)OCCOCC([C@@H]1[C@@H](C(CO1)OCCO)OCCO)OCCO